C[N+]1=C(SC2=C1C=CC=C2)C=C2N(C1=CC=CC=C1C2(C)C)C 3-methyl-2-[(1,3,3-trimethyl-2-indolinylidene)methyl]benzothiazolium